Cl.NCCON1C(C=2C(C1=O)=CC=CC2)=O N-aminoethoxyphthalimide hydrochloride